ClC1=NC=2N([C@H](C(N(C2C=N1)CC)=O)C)C(C)C (7S)-2-chloro-5-ethyl-8-isopropyl-7-methyl-7,8-dihydropteridin-6(5H)-one